3-Bromo-N-(2,2-difluoropropyl)-2-methoxy-6-nitro-aniline BrC=1C(=C(NCC(C)(F)F)C(=CC1)[N+](=O)[O-])OC